CN1N(C(C=C1C)=O)C1=C(C(=C(C(=C1F)F)F)F)F 1,5-Dimethyl-2-(perfluorophenyl)-1,2-dihydro-3H-pyrazol-3-one